2-methyl-2-(1-pentenyl)malonic acid diethyl ester C(C)OC(C(C(=O)OCC)(C=CCCC)C)=O